C(C)(C)(C)OC(=O)N1C2CC3(C(C(C3)C3N4C(C5=CC=CC=C35)=CN=C4)O)CC1CC2 tert-Butyl-2'-hydroxy-3'-(5H-imidazo[5,1-a]isoindol-5-yl)-8-azaspiro[bicyclo[3.2.1]octan-3,1'-cyclobutan]-8-carboxylat